C(C)C(C(=O)O)(CCCCCCCCCCCCCC)CCCCCC.C(CCCCCCCCCCCCCCC)(=O)OCCCCCC hexyl palmitate (Ethylhexyl palmitate)